The molecule is a pyranone that is 4H-pyran substituted by a hydroxy group at position 5, a hydroxymethyl group at position 2 and an oxo group at position 4. It has been isolated from the fungus Aspergillus oryzae. It has a role as a NF-kappaB inhibitor, an Aspergillus metabolite, a skin lightening agent, an EC 1.10.3.1 (catechol oxidase) inhibitor, an EC 1.10.3.2 (laccase) inhibitor, an EC 1.13.11.24 (quercetin 2,3-dioxygenase) inhibitor, an EC 1.14.18.1 (tyrosinase) inhibitor and an EC 1.4.3.3 (D-amino-acid oxidase) inhibitor. It is an enol, a primary alcohol and a member of 4-pyranones. It derives from a hydride of a 4H-pyran. C1=C(OC=C(C1=O)O)CO